2-(2-cyanoethyl)-imidazole C(#N)CCC=1NC=CN1